N(=C=O)C1=C(C(=CC=C1)N=C=O)C 2,6-diisocyanato-1-methylbenzene